(2S,4S)-4-(methoxymethyl)pyrrolidine-1,2-dicarboxylic acid 1-tert-butyl 2-methyl ester COC(=O)[C@H]1N(C[C@H](C1)COC)C(=O)OC(C)(C)C